(S)-2-(6-Chloro-4-(1-(cyclopentylamino)ethyl)pyridin-2-yl)-6-(3-((4-methyl-4H-1,2,4-triazol-3-yl)methyl)oxetan-3-yl)isoindolin-1-one ClC1=CC(=CC(=N1)N1C(C2=CC(=CC=C2C1)C1(COC1)CC1=NN=CN1C)=O)[C@H](C)NC1CCCC1